O1C(=NC2=C1C=CC=C2)[C@](C)(O)C2=CC=C(C=C2)O[Si](C)(C)C(C)(C)C (R)-1-(2-benzoxazolyl)-1-(4-tert-butyldimethylsilyloxy-phenyl)-1-ethanol